tri(t-Butyl)phosphine C(C)(C)(C)P(C(C)(C)C)C(C)(C)C